tetrahydrophthalic acid diglycidyl ester (bis(2,3-epoxy propyl) cyclohex-4-ene-1,2-dicarboxylate) C(C1CO1)C1=C(CC(C(C1)C(=O)O)C(=O)O)CC1CO1.C(C1CO1)OC(C1C(C(=O)OCC2CO2)CCC=C1)=O